1,3,5-Trimethyl-phloroglucinol CC1(O)CC(O)(CC(O)(C1)C)C